(S)-2-((1-((1,1-bis(3-cyclopropylphenyl)prop-1-en-2-yl)amino)-1-oxopropan-2-yl)carbamoyl)-4-methoxypyridin-3-yl propionate C(CC)(=O)OC=1C(=NC=CC1OC)C(N[C@H](C(=O)NC(=C(C1=CC(=CC=C1)C1CC1)C1=CC(=CC=C1)C1CC1)C)C)=O